Tert-butyl-6-cyclopropyl-2-hydroxy-6,7-dihydro-5H-pyrrolo[3,4-b]pyridin-5-one C(C)(C)(C)C=1C=C2C(=NC1O)CN(C2=O)C2CC2